pentafluoro-propionate FC(C(C(=O)[O-])(F)F)(F)F